(R)-(5-Fluoropyridin-3-yl)((R)-1-methyl-2-azabicyclo[2.1.1]hexan-3-yl)-methanol FC=1C=C(C=NC1)[C@@H](O)[C@@H]1NC2(CC1C2)C